C(C)NC(=O)C1=NOC(=C1C1=CC=C(C=C1)CN1CCOCC1)C=1C=C(C(=CC1O)O)C1=C(C=CC=C1)F Ethyl-5-(2'-fluoro-4,6-dihydroxy-[1,1'-biphenyl]-3-yl)-4-(4-(morpholinomethyl)phenyl)isoxazole-3-carboxamide